FC(CC(C(C(=O)OCC)=NO)=O)(F)F Ethyl 5,5,5-trifluoro-2-hydroxyimino-3-oxo-pentanoate